1-(2-((1R,3S,5R)-5-methyl-3-(propylcarbamoyl)-2-azabicyclo[3.1.0]hexan-2-yl)-2-oxoethyl)-5-(2-methylpyrimidin-5-yl)-N-propyl-1H-indazole-3-carboxamide C[C@]12C[C@H](N([C@@H]2C1)C(CN1N=C(C2=CC(=CC=C12)C=1C=NC(=NC1)C)C(=O)NCCC)=O)C(NCCC)=O